7-(3-trifluoromethylbenzenesulfonyl)-2-amino-7H-pyrrolo[2,3-d]pyrimidine FC(C=1C=C(C=CC1)S(=O)(=O)N1C=CC2=C1N=C(N=C2)N)(F)F